O=C1N(CCC1)CCC(=O)O 3-(2-oxopyrrolidin-1-yl)propionic acid